8,8'-(((3R,4S)-4-hydroxytetrahydro-furan-3-yl)azane-diyl)bis(N,N-didec-yloctanamide) O[C@H]1[C@@H](COC1)N(CCCCCCCC(=O)N(CCCCCCCCCC)CCCCCCCCCC)CCCCCCCC(=O)N(CCCCCCCCCC)CCCCCCCCCC